3-[[(2S,6R)-2-[[bis(4-methoxyphenyl)-phenyl-methoxy]methyl]-4-hexadecanoyl-6-(5-methyl-2,4-dioxo-pyrimidin-1-yl)morpholin-2-yl]methoxy-(diisopropylamino)phosphanyl]oxypropanenitrile COC1=CC=C(C=C1)C(OC[C@@]1(CN(C[C@@H](O1)N1C(NC(C(=C1)C)=O)=O)C(CCCCCCCCCCCCCCC)=O)COP(OCCC#N)N(C(C)C)C(C)C)(C1=CC=CC=C1)C1=CC=C(C=C1)OC